5-m-tolyloxazolidin-2-one C1(=CC(=CC=C1)C1CNC(O1)=O)C